N-(3-(2,4-dioxotetrahydropyrimidin-1(2H)-yl)-1-methyl-1H-indazol-7-yl)acetamide hydrochloride Cl.O=C1N(CCC(N1)=O)C1=NN(C2=C(C=CC=C12)NC(C)=O)C